(R)-5-Bromo-N-(1-hydroxypropan-2-yl)pyridineamide BrC=1C=CC(=NC1)C(=O)N[C@@H](CO)C